BrC1=NC=C(C(=C1)N1C(C(=C(C=C1C)OC([2H])([2H])C1=NC=C(C=C1F)Cl)Cl)=O)C 2'-bromo-3-chloro-4-[(5-chloro-3-fluoropyridin-2-yl)(2H2)methoxy]-5',6-dimethyl-[1,4'-bipyridin]-2-one